CC=1C(=NN=NC1)N methyl-aminotriazine